CN1N=CC(=C1C=1C=CC=2N(C1)C=C(N2)NC(=O)C2CC2)O[C@@H]2CN(CC2)C N-[6-[2-methyl-4-[(3S)-1-methylpyrrolidin-3-yl]oxy-pyrazol-3-yl]imidazo[1,2-a]pyridin-2-yl]cyclopropanecarboxamide